tert-Butyl 3-(2-ethoxy-2-oxo-N-(2,2,2-trifluoroethyl)acetamido)propanoate C(C)OC(C(=O)N(CC(F)(F)F)CCC(=O)OC(C)(C)C)=O